FC1(C(NC(CC1)=O)=O)C1=CC=C(C=C1)C1CCN(CC1)CC(=O)N1CCC(CC1)C=1N=C2N(C=C(C(=C2)OC(C)C)C(=O)NC=2C=NN3C2N=CC=C3)C1 2-[1-[2-[4-[4-(3-fluoro-2,6-dioxo-3-piperidyl)phenyl]-1-piperidyl]acetyl]-4-piperidyl]-7-isopropoxy-N-pyrazolo[1,5-a]pyrimidin-3-yl-imidazo[1,2-a]pyridine-6-carboxamide